(R)-4-hydroxy-4-methylpentan-2-yl hydrogen ((S)-3-hydroxy-2-(5-(4-methoxy-3-propoxyphenyl)pyridin-3-yl)propyl)boronate OC[C@@H](CB(O[C@H](C)CC(C)(C)O)O)C=1C=NC=C(C1)C1=CC(=C(C=C1)OC)OCCC